ClC=1C=CC(=C(C1)C1=CC(N(C=C1OC)C(C(=O)NC1=CC2=CN(N=C2C=C1)CC1CC1)CC)=O)N1N=NC(=C1)Cl 2-{4-[5-chloro-2-(4-chloro-1H-1,2,3-triazol-1-yl)phenyl]-5-methoxy-2-oxopyridin-1(2H)-yl}-N-[2-(cyclopropylmethyl)-2H-indazol-5-yl]butanamide